1-(3,3-bis(3-(methylsulfonyl)phenyl)allyl)-4-(3-(methylsulfonyl)phenyl)-1,2,3,6-tetrahydropyridine CS(=O)(=O)C=1C=C(C=CC1)C(=CCN1CCC(=CC1)C1=CC(=CC=C1)S(=O)(=O)C)C1=CC(=CC=C1)S(=O)(=O)C